4,6-bis(3,5-bis(4-pyridyl)phenyl)-2-methylpyrimidine N1=CC=C(C=C1)C=1C=C(C=C(C1)C1=CC=NC=C1)C1=NC(=NC(=C1)C1=CC(=CC(=C1)C1=CC=NC=C1)C1=CC=NC=C1)C